O=C(/C=C/C1=CC=C(OC2CSC=3N2CC=CC3)C=C1)C1=CC=CC=C1 (E)-3-(4-(3-oxo-3-phenylprop-1-en-1-yl)phenoxy)-2,3-dihydrothiazolo[3,2-a]pyridin